N-(3-amino-6-phenylpyridin-2-yl)-2-(cyclopropylamino)pyrimidine-5-carboxamide NC=1C(=NC(=CC1)C1=CC=CC=C1)NC(=O)C=1C=NC(=NC1)NC1CC1